ClC=1C=CC(=C(C1)C1=C(C(=CC=C1)C(=O)OC)C#C)OCCN1C(=NC2=C(C1=O)C(=CN=C2)C#N)C methyl 5'-chloro-2'-(2-(5-cyano-2-methyl-4-oxopyrido[3,4-d]pyrimidin-3(4H)-yl) ethoxy)-2-ethynyl-[1,1'-biphenyl]-3-carboxylate